FC1=C(C(=C(C=C1OC)OC)F)C1=CC2=C(N=C(N=C2)N[C@H]2[C@H](COC2)NC(C=C)=O)C(=N1)NC1CCN(CC1)C N-((3R,4S)-4-((6-(2,6-difluoro-3,5-di-methoxyphenyl)-8-((1-methylpiperidin-4-yl)amino)pyrido[3,4-d]pyrimidin-2-yl)amino)tetrahydrofuran-3-yl)acrylamide